3-(2-Methylpyridin-4-yl)-4-(3-sulfamoylphenylethynyl)-5-methyl-1H-pyrazole CC1=NC=CC(=C1)C1=NNC(=C1C#CC1=CC(=CC=C1)S(N)(=O)=O)C